6-amino-7-(2,4-dimethylpyridin-3-yl)-2-methyl-7H-pyrrolo[2,3-d]pyrimidine-5-carbonitrile NC1=C(C2=C(N=C(N=C2)C)N1C=1C(=NC=CC1C)C)C#N